3-(3,3-difluoropropyl)-5-(4-fluorophenyl)-8-methoxy-7-(trifluoromethyl)-2,3-dihydrobenzo[b][1,4]thiazepin-4(5H)-one FC(CCC1C(N(C2=C(SC1)C=C(C(=C2)C(F)(F)F)OC)C2=CC=C(C=C2)F)=O)F